N,N-di(dodecyl)propionamide C(CCCCCCCCCCC)N(C(CC)=O)CCCCCCCCCCCC